[As].C(C)(C)C1=CC=CC=C1 alpha-isopropyl-benzene arsenic